1,3-dibromodecane BrCCC(CCCCCCC)Br